(S)-3-(4-(6',7'-difluoro-2'-oxospiro[cyclopropane-1,3'-indoline]-1'-yl)phenyl)-2-(tritylamino)propionic acid methyl ester COC([C@H](CC1=CC=C(C=C1)N1C(C2(C3=CC=C(C(=C13)F)F)CC2)=O)NC(C2=CC=CC=C2)(C2=CC=CC=C2)C2=CC=CC=C2)=O